(1R,3S)-3-(3-{[(2,5-dimethoxypyridin-4-yl)acetyl]amino}-1H-pyrazol-5-yl)cyclopentyl (2S)-butan-2-ylcarbamate C[C@@H](CC)NC(O[C@H]1C[C@H](CC1)C1=CC(=NN1)NC(CC1=CC(=NC=C1OC)OC)=O)=O